ClC1=C(C(=CC=C1Cl)OC)C1=CC=2N(C=C1)C=C(N2)C(=O)C2CN(CC2)C(=O)OC(C)(C)C tert-Butyl 3-(7-(2,3-dichloro-6-methoxyphenyl)imidazo[1,2-a]pyridine-2-carbonyl)pyrrolidine-1-carboxylate